tert-butyl 8-({1H,2H,3H-benzo[b]pyrrolizin-9-yl} carbonyl)-6,6-difluoro-2,8-diazaspiro[4.5]decane-2-carboxylate C1CCN2C3=C(C(=C12)C(=O)N1CC(C2(CCN(C2)C(=O)OC(C)(C)C)CC1)(F)F)C=CC=C3